ClC1=C(NC(=C1Cl)C)C(=O)NC1=C(C=C(C=C1)C1=NOC(N1)=O)NC1CCN(CC1)C(=O)OC(C)(C)C tert-butyl 4-((2-(3,4-dichloro-5-methyl-1H-pyrrole-2-carboxamido)-5-(5-oxo-4,5-dihydro-1,2,4-oxadiazol-3-yl)phenyl)amino)piperidine-1-carboxylate